ICCCCCC(OC)OC 6-iodo-1,1-dimethoxyhexane